2,3-dihydrobenzo[b][1,4]dioxin-6-sulfonamid O1C2=C(OCC1)C=C(C=C2)S(=O)(=O)N